(Z)-3-(2-iodophenyl)acrylonitrile IC1=C(C=CC=C1)\C=C/C#N